COC[C@@H]1N(C[C@H](N(C1)C(=O)OC(C)(C)C)C)C=1C=2C(N(C(C1)=O)C)=CN(N2)C2OCCCC2 tert-butyl (2R,5R)-5-(methoxymethyl)-2-methyl-4-(4-methyl-5-oxo-2-(tetrahydro-2H-pyran-2-yl)-4,5-dihydro-2H-pyrazolo[4,3-b]pyridin-7-yl)piperazine-1-carboxylate